(4-bromophenoxy-2,3,5,6-d4)tert-butyldimethylsilane BrC1=C(C(=C(O[Si](C)(C)C(C)(C)C)C(=C1[2H])[2H])[2H])[2H]